FC1=C(C=CC=C1S(=O)(=O)C)NC1=NC=C(C(=N1)C1=CNC2=C(C=CC=C12)NC([C@H](CC)N1C[C@@H](N([C@H](C1)C)C)C)=O)C (S)-N-(3-(2-((2-Fluoro-3-(methylsulfonyl)phenyl)amino)-5-methylpyrimidin-4-yl)-1H-indol-7-yl)-2-((3S,5S)-3,4,5-trimethylpiperazin-1-yl)butanamid